CC(=O)N[C@@H]1[C@H]([C@@H]([C@H](O[C@H]1O)CO)O)O[C@H]2[C@@H]([C@H]([C@H]([C@H](O2)CO)O)O[C@@]3(C[C@@H]([C@H]([C@@H](O3)[C@@H]([C@@H](CO)O)O)O)O)C(=O)O)O The molecule is a linear amino trisaccharide consisting of alpha-KDN, beta-D-galactose and N-acetyl-beta-D-glucosamine residues linked sequentially (2->3) and (1->3). It has a role as an epitope. It is an amino trisaccharide and a glucosamine oligosaccharide.